6-((endo-8-Azabicyclo[3.2.1]octan-3-yl)oxy)-N-(4-([1,2,4]triazolo[1,5-a]pyridin-7-yloxy)-3-methylphenyl)-8,9-dihydro-furo[2,3-h]quinazolin-4-amine C12CC(CC(CC1)N2)OC=2C=C1C(=NC=NC1=C1C2OCC1)NC1=CC(=C(C=C1)OC1=CC=2N(C=C1)N=CN2)C